1-[4-Nitro-1-(tetrahydropyran-2-yl)-1H-pyrazol-3-yl]-ethanone [N+](=O)([O-])C=1C(=NN(C1)C1OCCCC1)C(C)=O